FC1(CC1)C(=O)N[C@H](C(=O)N1[C@@H](C[C@H](C1)O)C(=O)N[C@H](CC(=O)O)C1=CC=C(C=C1)C1=C(N=CS1)C)C(C)(C)C (R)-3-((2S,4R)-1-((S)-2-(1-fluorocyclopropane-1-carboxamido)-3,3-dimethylbutanoyl)-4-hydroxypyrrolidine-2-carboxamido)-3-(4-(4-methylthiazol-5-yl)phenyl)propanoic acid